C(C(=O)C)(=O)[O-].[Cd+2].C(C(=O)C)(=O)[O-] cadmium pyruvate